ClC1=CC(=C(C=C1)C(=O)N)F 4-chloro-2-fluorobenzeneFormamide